ClC1=CC=C(OC2=CC=C(C=C2)C2=CC=CN3C2=NS(CC3)(=O)=O)C=C1 9-[4-(4-chlorophenoxy)phenyl]-3,4-dihydropyrido[2,1-c][1,2,4]thiadiazine 2,2-dioxide